C(C)(=O)O[C@@]1([C@H](O[C@H]([C@@H]1OC(C)=O)N1C=CC2=C1N=CN=C2Cl)COC(C2=CC=CC=C2)=O)C (2R,3R,4R,5R)-2-((benzoyloxy)methyl)-5-(4-chloro-7H-pyrrolo[2,3-d]pyrimidin-7-yl)-3-methyltetrahydrofuran-3,4-diyl diacetate